C(C)(C)(C)C=1C=CC(=C(C1)C1=CC=CC=C1)NC1=CC=CC=2OC3=C(C21)C=CC=C3 N-(5-(tert-butyl)-[1,1'-biphenyl]-2-yl)dibenzo[b,d]furan-1-amine